BrC=1C=C2N3C(CCCCOC=4N(N=CC4C=4C(N(C=C(C(NC3=NC2=CC1)=O)C4)C)=O)C)C 16-bromo-5,12,26-trimethyl-7-oxa-4,5,13,20,22,26-hexaazapentacyclo[22.3.1.0^{2,6}.0^{13,21}.0^{14,19}]octacosa-1(28),2(6),3,14,16,18,20,24-octaene-23,27-dione